4-((3H-imidazo[4,5-b]pyridin-3-yl)methyl)-2-(((1s,2s)-1-hydroxy-1-(6-methoxypyridin-3-yl)propan-2-yl)oxy)-6-methoxyphenol N1=CN(C2=NC=CC=C21)CC2=CC(=C(C(=C2)OC)O)O[C@H]([C@H](C=2C=NC(=CC2)OC)O)C